6-Bromochromene-2-one BrC=1C=C2C=CC(OC2=CC1)=O